C(C)(C)(C)OC(=O)N(C(OC(C)(C)C)=O)C1=C(C=C(C=C1Cl)[N+](=O)[O-])Cl tert-Butyl N-tert-butoxycarbonyl-N-(2,6-dichloro-4-nitro-phenyl)carbamate